2,3-dihydro-1,3,4-oxadiazol-2-one O1C(NN=C1)=O